tert-butyl 2-iodo-6,7-dihydro-4H-oxazolo[5,4-c]pyridine-5-carboxylate IC=1OC=2CN(CCC2N1)C(=O)OC(C)(C)C